ICC(=O)N(C)C1=C(C=CC=C1C)C 2-iodo-N-(2,6-dimethylphenyl)-N-methylacetamide